C1(CC1)C1=NN(C(C=2N1C1=C(C2)SC=N1)=O)CC(=O)NC=1C=NC=CC1 2-(5-Cyclopropyl-8-oxothiazolo[5',4':4,5]pyrrolo[1,2-d][1,2,4]triazin-7(8H)-yl)-N-(pyridin-3-yl)acetamide